C[C@H]1N(CCOC1)C1=NC2=C(N=CC=C2C(=C1)C1=CC=NN1)C1=CC=NN1C1OCCCC1 2-[(3R)-3-methylmorpholin-4-yl]-4-(1H-pyrazol-5-yl)-8-[1-(tetrahydro-2H-pyran-2-yl)-1H-pyrazol-5-yl]-1,7-naphthyridine